FC1=C(C(=CC=C1C1=CC(=NN1)N1CC2(C1)CN(C2)C)O)N2CC(NS2(=O)=O)=O 5-(2-fluoro-6-hydroxy-3-(3-(6-methyl-2,6-diazaspiro[3.3]heptan-2-yl)-1H-pyrazol-5-yl)phenyl)-1,2,5-thiadiazolidin-3-one 1,1-dioxide